C(CCCCC)C(COC(CCCCCCN(C(CC1CCN(CC1)C(=O)OC(C)(C)C)=O)CC(OCCCCCCCCCCCCCC)=O)=O)CCCCCCCC tert-butyl 4-[2-({7-[(2-hexyldecyl)oxy]-7-oxoheptyl}[2-oxo-2-(tetradecyloxy)ethyl]amino)-2-oxoethyl]piperidine-1-carboxylate